sodium 2-propyl acrylate C(C=C)(=O)OC(C)C.[Na]